N1CCC(CC1)C1=CC=C(OC=2C=CC(=NC2)C(=O)OC(C)(C)C)C=C1 tert-butyl 5-(4-(piperidin-4-yl)phenoxy)picolinate